(R)-(-)-1-[(S)-2-(Dicyclohexylphosphino)ferrocenyl]ethyldi-tert-butylphosphine C1(CCCCC1)P(C=1[C-](C=CC1)[C@@H](C)P(C(C)(C)C)C(C)(C)C)C1CCCCC1.[CH-]1C=CC=C1.[Fe+2]